(3S)-4-[2-[4-[[4-[2-(2,6-dioxo-3-piperidinyl)-4-fluoro-1-oxo-isoindolin-5-yl]piperazin-1-yl]methyl]-1-piperidinyl]ethyl]-3-methyl-piperazine-1-carboxylic acid benzyl ester C(C1=CC=CC=C1)OC(=O)N1C[C@@H](N(CC1)CCN1CCC(CC1)CN1CCN(CC1)C=1C(=C2CN(C(C2=CC1)=O)C1C(NC(CC1)=O)=O)F)C